((tert-Butyldimethylsilanyloxy)methyl)-1,6-dimethyl-4-(3,4,5-trimethoxybenzyl)piperazine-2,5-dione [Si](C)(C)(C(C)(C)C)OCC1C(N(C(C(N1CC1=CC(=C(C(=C1)OC)OC)OC)=O)C)C)=O